FC(C1(C(O1)(F)F)F)(F)F.[Li] lithium hexafluoroepoxypropane